2-[[6-[(2,5-dichloropyrimidin-4-yl)amino]-1-methyl-2-oxo-3-quinolinyl]oxy]-N-methyl-acetamide ClC1=NC=C(C(=N1)NC=1C=C2C=C(C(N(C2=CC1)C)=O)OCC(=O)NC)Cl